2-(5-(5-(1-(1H-pyrrolo[2,3-b]pyridin-4-yl)ethoxy)-1H-indazol-3-yl)pyridin-2-yl)-7-(2-fluoroethyl)-2,7-diazaspiro[3.5]nonane N1C=CC=2C1=NC=CC2C(C)OC=2C=C1C(=NNC1=CC2)C=2C=CC(=NC2)N2CC1(C2)CCN(CC1)CCF